O1C(NC2=C1C=CC(=C2)C2(NC(=NC=C2C)NC=2C=C(C(=NC2)N2[C@@H]1CN([C@H](C2)C1)C)F)N)=O 4-(benzoxazolin-2-one-5-yl)-N2-[3-fluoro-2-((1S,4S)-5-methyl-2,5-diazabicyclo[2.2.1]hept-2-yl)pyridin-5-yl]-5-methylpyrimidin-2,4-diamine